The molecule is the alpha-amino-acid anion resulting from the removal of the proton from the carboxylic acid group of L-thyroxine. It is a monocarboxylic acid anion and an alpha-amino-acid anion. It is a conjugate base of a L-thyroxine. C1=C(C=C(C(=C1I)OC2=CC(=C(C(=C2)I)O)I)I)C[C@@H](C(=O)[O-])N